benzyl (1R,3aS,5aR,5bR,7aR,9S,11aR,11bR-13aR,13bR)-9-acetoxy-5a,5b,8,8,11a-pentamethyl-1-(1-methylcyclopropyl)icosahydro-3aH-cyclopenta[a]chrysene-3a-carboxylate C(C)(=O)O[C@@H]1C([C@@H]2CC[C@]3([C@@]4(CC[C@@]5([C@@H]([C@H]4CC[C@@H]3[C@]2(CC1)C)[C@@H](CC5)C5(CC5)C)C(=O)OCC5=CC=CC=C5)C)C)(C)C